4-Bromo-2-fluoro-6-(6-azaspiro[2.5]oct-6-yl)benzoic acid BrC1=CC(=C(C(=O)O)C(=C1)N1CCC2(CC2)CC1)F